C(C)C1=C(C(=C(C(=O)N)C=C1)C=O)CC diethyl-2-formylbenzamide